C(C(=O)OCC)(=O)OCC(C)(C)OC(C)C1=CC(CC1)(C)C 2-[1-(3,3-dimethyl-1-cyclopenten-1-yl)ethoxy]-2-methylpropyl ethyl oxalate